NC1=CC2=C(S1)C(C=C(C2=O)Br)=O 2-amino-5-bromobenzo[b]thiophene-4,7-dione